5-(benzhydrylideneamino)-4-chloro-1-ethyl-pyrrolo[2,3-b]pyridine-6-carbonitrile C(C1=CC=CC=C1)(C1=CC=CC=C1)=NC=1C(=C2C(=NC1C#N)N(C=C2)CC)Cl